COCC1=CC=C(C=C1)C1=NC(=NC=C1)N1C(CNCC1)C(F)(F)F 4-(4-(methoxymethyl)phenyl)-2-(2-(trifluoromethyl)piperazin-1-yl)pyrimidine